ClC1=NC=CC(=C1B(O)O)OC 2-CHLORO-4-METHOXYPYRIDINE-3-BORONIC ACID